N-ethyl-3-(2-chloro-6-fluoro-4-trifluoromethylphenoxy)-5-methyl-1H-pyrazole-1-carboxamide C(C)NC(=O)N1N=C(C=C1C)OC1=C(C=C(C=C1F)C(F)(F)F)Cl